FC(CCCS(=O)CCCCCCCCC[C@H]1[C@H]2[C@@H]3CCC[C@@]3(C)CC[C@@H]2C=2C=CC=CC2C1)(C(F)(F)F)F 7a-[9-[(4,4,5,5,5-Pentafluoropentyl)-sulfinyl]nonyl]estra-1,3,5(10)-triene